N=C1SCCN1CC(O)C1=CC=CC=C1 2-(2-iminothiazolidine-3-yl)-1-phenylethanol